CN1C=C(C2=CC=CC(=C12)C)\N=N\C1=CC=C(C=C1)C (E)-1,7-dimethyl-3-(p-tolyldiazenyl)-1H-indole